2-(2'-hydroxy-4'-dodecyloxyphenyl)-4,6-bis(2',4'-dimethylphenyl)-1,3,5-triazine OC1=C(C=CC(=C1)OCCCCCCCCCCCC)C1=NC(=NC(=N1)C1=C(C=C(C=C1)C)C)C1=C(C=C(C=C1)C)C